tert-butyl N-[2-[4-[4-(2,6-dioxo-3-piperidyl)phenyl]piperazin-1-yl]ethyl]carbamate O=C1NC(CCC1C1=CC=C(C=C1)N1CCN(CC1)CCNC(OC(C)(C)C)=O)=O